tert-Butyl 2-(4-(6-((5-((2-chloro-6-methylphenyl)carbamoyl)thiazol-2-yl)amino)-2-methylpyrimidin-4-yl)piperazin-1-yl)acetate ClC1=C(C(=CC=C1)C)NC(=O)C1=CN=C(S1)NC1=CC(=NC(=N1)C)N1CCN(CC1)CC(=O)OC(C)(C)C